5-(6-cyclobutyl-1H-pyrrolo[2,3-b]pyridin-3-yl)-N-(2,2-difluoroethyl)pyrazolo[1,5-a]pyridine-3-carboxamide C1(CCC1)C1=CC=C2C(=N1)NC=C2C2=CC=1N(C=C2)N=CC1C(=O)NCC(F)F